4-[6-amino-1-[(4-aminophenyl)methyl]pyrazolo[3,4-d]pyrimidine-4-yl]pyridine-2-carbonitrile NC1=NC(=C2C(=N1)N(N=C2)CC2=CC=C(C=C2)N)C2=CC(=NC=C2)C#N